FC(C(C)(O)C=1C(=CC=2N(N1)C(=CN2)C2=NC(=CN=C2)N[C@H]2CNCC[C@@H]2F)OC)(F)F 1,1,1-trifluoro-2-(3-(6-(((3S,4S)-4-fluoropiperidin-3-yl)amino)pyrazin-2-yl)-7-methoxyimidazo[1,2-b]pyridazin-6-yl)propan-2-ol